CC1=C(C=NC(=C1)S(=O)(=O)C)C1=CC(=NC2=C(N=CC=C12)C1=CC=NN1)N1CCOCC1 4-[4-methyl-6-(methylsulfonyl)pyridin-3-yl]-2-(morpholin-4-yl)-8-(1H-pyrazol-5-yl)-1,7-naphthyridine